FC1=C(C(=CC=C1)C(F)(F)F)C1=NC(=NO1)[C@@H]1CC12CCN(CC2)S(=O)(=O)N (1R)-1-{5-[2-fluoro-6-(trifluoromethyl)phenyl]-1,2,4-oxadiazol-3-yl}-6-azaspiro[2.5]octane-6-sulfonamide